2,4,5-trifluoro-benzonitrile FC1=C(C#N)C=C(C(=C1)F)F